[Si](C1=CC=CC=C1)(C1=CC=CC=C1)(C(C)(C)C)OC/C(=C/CCP(OCCC#N)(OCCC#N)=O)/C bis(2-Cyanoethyl) (E)-(5-((tert-butyldiphenylsilyl)oxy)-4-methylpent-3-en-1-yl)phosphonate